BrC1=CC=C2C=C(NC2=C1)C(=O)N 6-bromo-1H-indole-2-carboxamide